COC(=O)C=1C(=CC=CC1)C1=CC=C(C=C1)F 4'-fluoro-[1,1'-biphenyl]-2-carboxylic acid methyl ester